C(C1=CC=CC=C1)N1C(NC2=CC=C(C=C2C1)F)=O 3-benzyl-6-fluoro-3,4-dihydroquinazolin-2(1H)-one